6-Chloro-1-cyclohexyl-4-[(2S,5R)-2,5-dimethyl-4-prop-2-enoyl-piperazin-1-yl]-7-(2-fluoro-phenyl)pyrido[2,3-d]pyrimidin-2-one ClC1=CC2=C(N(C(N=C2N2[C@H](CN([C@@H](C2)C)C(C=C)=O)C)=O)C2CCCCC2)N=C1C1=C(C=CC=C1)F